tert-butyl 5-(4,4,5,5-tetramethyl-1,3,2-dioxaborolan-2-yl)-1H-benzo[d][1,2,3]triazole-1-carboxylate CC1(OB(OC1(C)C)C1=CC2=C(N(N=N2)C(=O)OC(C)(C)C)C=C1)C